ClC1=C(C=CC=C1Cl)N1CCN(CC1)CCC1CC(C1)NC(=O)C1(CC1)O N-(3-(2-(4-(2,3-dichlorophenyl)piperazin-1-yl)ethyl)cyclobutyl)-1-hydroxycyclopropane-1-carboxamide